C1(CC1)N1N=NC(=C1)[C@]([2H])(C=1C=NC(=CC1)F)NC=1C=C2C(=C(C=NC2=C(C1)C#N)C#N)N[C@H](CC)C1=CC=CC=C1 6-(((S)-(1-cyclopropyl-1H-1,2,3-triazol-4-yl)(6-fluoropyridin-3-yl)methyl-d)amino)-4-(((R)-1-phenylpropyl)amino)quinoline-3,8-dicarbonitrile